N1N=CC2=CC(=CC=C12)C(=O)N1CCC2(CC1)C(N(C1=CC=CC(=C12)C)CC(=O)NCC(F)(F)F)=O 2-[1'-(1H-indazole-5-carbonyl)-4-methyl-2-oxospiro[indole-3,4'-piperidin]-1-yl]-N-(2,2,2-trifluoroethyl)acetamide